2-(6-(decyl(3-hydroxypropyl)amino)hexyl)-2-methylmalonate C(CCCCCCCCC)N(CCCCCCC(C(=O)[O-])(C(=O)[O-])C)CCCO